CN1C(=CC=2C1=CC=C1C(=CC(=NC21)C(F)(F)F)C(C(F)(F)F)(F)F)C=2OC=NN2 2-(7-methyl-4-(perfluoroethyl)-2-(trifluoromethyl)-7H-pyrrolo[2,3-h]quinolin-8-yl)-1,3,4-oxadiazole